ethylphosphonic acid, O,O-diethyl ester C(C)P(OCC)(OCC)=O